ClC1=C(C(=O)N2COC3=C(C2)C=CC=C3C3=CC(=C(C(=O)O)C=C3F)N3C2COCC3CC2)C(=CC(=C1)OC[C@@H]1OCCC1)Cl 4-[3-[2,6-Dichloro-4-[[(2R)-oxolan-2-yl]methoxy]benzoyl]-2,4-dihydro-1,3-benzoxazin-8-yl]-5-fluoro-2-(3-oxa-8-azabicyclo[3.2.1]octan-8-yl)benzoic acid